CC(\C=C\CCCCC)=O (E)-3-nonen-2-one